(3R,4R)-3-fluoro-1-[4-({8-[3-(methanesulfonylmeth-yl)azetidin-1-yl]-5-(propan-2-yl)isoquinolin-3-yl}amino)pyrimidin-2-yl]-3,4-dimethylpiperidin-4-ol F[C@@]1(CN(CC[C@]1(O)C)C1=NC=CC(=N1)NC=1N=CC2=C(C=CC(=C2C1)C(C)C)N1CC(C1)CS(=O)(=O)C)C